1-benzyl-2-(perfluorophenyl)aziridine C(C1=CC=CC=C1)N1C(C1)C1=C(C(=C(C(=C1F)F)F)F)F